BrC1=CC=CC(=N1)N1C[C@H](N([C@@H](C1)C)C(=O)OC(C)(C)C)C tert-butyl (2R,6R)-4-(6-bromopyridin-2-yl)-2,6-dimethylpiperazine-1-carboxylate